[Sb].C(CCCCCCCCCCCCCCC)S hexadecyl mercaptan antimony